1-(5-(difluoromethyl)-1,3,4-thiadiazol-2-yl)-4-(3-(methoxymethyl)-5-methylpiperazin-1-yl)-N-(1-methylcyclopropyl)-1H-benzo[d]imidazole-6-sulfonamide FC(C1=NN=C(S1)N1C=NC2=C1C=C(C=C2N2CC(NC(C2)C)COC)S(=O)(=O)NC2(CC2)C)F